2-(7-(4-cyclobutyl-3-(trifluoromethyl)benzyloxy)-1,2,3,4-tetrahydrocyclopenta[b]indol-3-yl)acetic acid C1(CCC1)C1=C(C=C(COC2=CC=3C4=C(NC3C=C2)C(CC4)CC(=O)O)C=C1)C(F)(F)F